N-(3-bromobenzyl)ethylamine BrC=1C=C(CNCC)C=CC1